FC1=C(C(=CC=C1)F)N1N=C(C(=C1)NC1=CC=C(C=C1)C(=O)N1CCOCC1)C(=O)N 1-(2,6-difluorophenyl)-4-((4-(morpholine-4-carbonyl)phenyl)amino)-1H-pyrazole-3-carboxamide